6-(5-(5-(2-amino-2-oxoethyl)-4,5,6,7-tetrahydrothiazolo[5,4-c]pyridin-2-yl)-2-methoxybenzamido)-2,2-difluoro-N-(4-fluoro-3-(trifluoromethyl)phenyl)benzo[d][1,3]dioxole-5-carboxamide NC(CN1CC2=C(CC1)N=C(S2)C=2C=CC(=C(C(=O)NC=1C(=CC3=C(OC(O3)(F)F)C1)C(=O)NC1=CC(=C(C=C1)F)C(F)(F)F)C2)OC)=O